1-(2-((5-Bromo-2-((5-methoxy-2-methyl-4-(4-(4-methylpiperazin-1-yl)piperidin-1-yl)Phenyl)amino)pyrimidin-4-yl)amino)-4-fluorophenyl)ethan-1-ol BrC=1C(=NC(=NC1)NC1=C(C=C(C(=C1)OC)N1CCC(CC1)N1CCN(CC1)C)C)NC1=C(C=CC(=C1)F)C(C)O